3-chloro-6-((isobutylamino)methyl)-N-(5-((1s,3s)-3-methyl-1-(4-methyl-4H-1,2,4-triazol-3-yl)cyclobutyl)pyridin-3-yl)imidazo[1,2-a]pyridine-8-carboxamide ClC1=CN=C2N1C=C(C=C2C(=O)NC=2C=NC=C(C2)C2(CC(C2)C)C2=NN=CN2C)CNCC(C)C